3-fluoro-2-methyl-6-(oxapropane-2-yl)pyridine FC=1C(=NC(=CC1)C(O)C)C